N-(4-(4-morpholino-7H-pyrrolo[2,3-d]pyrimidin-6-yl)phenyl)octahydro-2H-pyrrolo[3,4-c]pyridine-2-carboxamide O1CCN(CC1)C=1C2=C(N=CN1)NC(=C2)C2=CC=C(C=C2)NC(=O)N2CC1CNCCC1C2